1-(5-tert-butylisoxazol-3-yl)-3-[2-methylsulfanyl-4-[(7-oxo-6,8-dihydro-5H-1,8-naphthyridin-4-yl)oxy]phenyl]urea C(C)(C)(C)C1=CC(=NO1)NC(=O)NC1=C(C=C(C=C1)OC1=CC=NC=2NC(CCC12)=O)SC